CNC=1C2=C(NC(N1)=O)C=C(S2)C(F)(F)F 4-(methylamino)-6-(trifluoromethyl)thieno[3,2-d]pyrimidin-2(1H)-one